2-bromo-5-(trifluoro-methyl)pyrazine BrC1=NC=C(N=C1)C(F)(F)F